ClC1=CC2=C(N=CN(C2=O)C(CO)C)C(=N1)Cl 6,8-dichloro-3-(1-hydroxypropan-2-yl)pyrido[3,4-d]pyrimidin-4(3H)-one